sodium rel-(3S,5R,E)-7-(3-(4-fluorophenyl)-1-isopropyl-6-methyl-1H-indol-2-yl)-3,5-dihydroxyhept-6-enoate FC1=CC=C(C=C1)C1=C(N(C2=CC(=CC=C12)C)C(C)C)/C=C/[C@@H](C[C@@H](CC(=O)[O-])O)O.[Na+] |o1:22,24|